8-(4-Chloro-2-methylphenyl)-9-(4-((1-(3-fluoropropyl)azetidin-3-yl)methyl)phenyl)-6,7-dihydro-5H-benzo[7]annulen ClC1=CC(=C(C=C1)C=1CCCC2=C(C1C1=CC=C(C=C1)CC1CN(C1)CCCF)C=CC=C2)C